methyl (Z)-3-methoxy-2-[2-methyl-5-(3-methylpyrazol-1-yl)phenoxy]prop-2-enoate CO\C=C(\C(=O)OC)/OC1=C(C=CC(=C1)N1N=C(C=C1)C)C